1,3,5-tris(4,5-epoxypentyl)-1,3,5-triazine-2,4,6(1h,3h,5h)-trione C(CCC1CO1)N1C(N(C(N(C1=O)CCCC1CO1)=O)CCCC1CO1)=O